pyrimidin-5-one N=1C=NCC(C1)=O